(3-(trifluoromethyl)phenethyl)-2,3,4,9-tetrahydro-1H-carbazol-1-amine FC(C=1C=C(CCC2(CCCC=3C4=CC=CC=C4NC23)N)C=CC1)(F)F